FC1=CC=C2C(=NC(=NC2=C1)C)N[C@H](C(=O)O)CCN(CCCCC1=NC=2NCCCC2C=C1)CCOC (S)-2-((7-fluoro-2-methylquinazolin-4-yl)amino)-4-((2-methoxyethyl)(4-(5,6,7,8-tetrahydro-1,8-naphthyridin-2-yl)butyl)amino)butanoic acid